ClC=1C=C(C=C(C1)C(F)(F)F)[C@H]1N(C[C@@H](CC1)C)C(C(=O)NC=1C=C(C=NC1)C(=O)N)=O 5-[[2-[(2S,5R)-2-[3-chloro-5-(trifluoromethyl)phenyl]-5-methyl-1-piperidyl]-2-oxo-acetyl]amino]pyridine-3-carboxamide